5'-((1S,2S,4R)-rel-2-amino-7-azabicyclo[2.2.1]heptane-7-carbonyl)-2'-(6,7-difluoro-1-(2-hydroxy-2-methylpropyl)-1H-benzo[d][1,2,3]triazol-5-yl)-3-fluoro-[1,1'-biphenyl]-4-carbonitrile N[C@@H]1[C@@H]2CC[C@H](C1)N2C(=O)C=2C=CC(=C(C2)C2=CC(=C(C=C2)C#N)F)C2=CC1=C(N(N=N1)CC(C)(C)O)C(=C2F)F |o1:1,2,5|